C1CC1NC2=NC(=NC=C2F)Cl 2-Chloro-N-cyclopropyl-5-fluoropyrimidin-4-amine